COC(=O)C1(C(C2=CC=CC=C2C1)=O)O 2,3-dihydro-2-hydroxyl-1-oxo-1H-indene-2-carboxylic acid methyl ester